CN(C=NC)C N,N,N'-Trimethylformamidin